(S)-1-(3-(difluoromethoxy)cyclobutyl)-3-((difluoromethoxy)methyl)piperazine FC(OC1CC(C1)N1C[C@H](NCC1)COC(F)F)F